ClC(CC)C=1N=NN(C1)C1=CC=CC=C1 4-(1-chloropropyl)-1-phenyl-1H-1,2,3-triazole